C1(CC1)C=1C(=CC(N2C(=C(SC12)C1=CC(=C(C=C1)OCCCCC)C)C(=O)O)=O)CC1=CC=CC2=CC=CC=C12 5-Cyclopropyl-4-[(1-naphthyl)methyl]-2-oxo-8-[4-(pentyloxy)-3-methyl-phenyl]-7-thia-1-azabicyclo[4.3.0]nona-3,5,8-triene-9-carboxylic acid